ClCC=O (E)-2-chloroethane-1-one